N,N-bis(2-propenoxyethyl)acrylamide C(=CC)OCCN(C(C=C)=O)CCOC=CC